N-(3-(2-(bicyclo[1.1.1]pentan-1-yl)-5-(2-(((1r,4r)-4-(methylsulfonyl)cyclohexyl)amino)pyrimidin-4-yl)thiazol-4-yl)-2-fluorophenyl)-2-fluoro-6-(trifluoromethyl)benzenesulfonamide C12(CC(C1)C2)C=2SC(=C(N2)C=2C(=C(C=CC2)NS(=O)(=O)C2=C(C=CC=C2C(F)(F)F)F)F)C2=NC(=NC=C2)NC2CCC(CC2)S(=O)(=O)C